4-(3-methyl-2-oxo-1,3-benzoxazol-4-yl)-N-(4-phenylbutyl)piperidine-1-carboxamide CN1C(OC2=C1C(=CC=C2)C2CCN(CC2)C(=O)NCCCCC2=CC=CC=C2)=O